4-(3-bromo-4-fluorobenzyl)-7-methyl-2,3-naphthyridin-1(2H)-one BrC=1C=C(CC2=NNC(C3=CC(=CC=C23)C)=O)C=CC1F